4-phenoxyl-phenyl-morpholine O(C1=CC=CC=C1)C1=CC=C(C=C1)N1CCOCC1